FC=1C(=C2C(=NC(=NN2C1)N[C@H]1[C@H](CN(CC1)C1COC1)F)OC)C=1C=CC2=C(N(N=N2)[C@@H](CF)C)C1 6-fluoro-N-((3S,4R)-3-fluoro-1-(oxetan-3-yl)piperidin-4-yl)-5-(1-((R)-1-fluoropropan-2-yl)-1H-benzo[d][1,2,3]triazol-6-yl)-4-methoxypyrrolo[2,1-f][1,2,4]triazin-2-amine